OC1=CC=C(C=CC(=O)O)C=C1 4-Hydroxycinnamic acid